5-(1-(2,2-difluoroethyl)-4-fluoro-1H-benzo[d]imidazol-6-yl)-6-fluoro-N-((3S,4S)-3-fluoro-1-(2-methoxyethyl)piperidin-4-yl)-4-methoxypyrrolo[2,1-f][1,2,4]triazin-2-amine FC(CN1C=NC2=C1C=C(C=C2F)C=2C(=CN1N=C(N=C(C12)OC)N[C@@H]1[C@H](CN(CC1)CCOC)F)F)F